C(C)(C)(C)OC(=O)N1[C@@H](CCC1)C1=C2CCN(CC2=CC(=C1)C=1C=C2C(=NC1)NC=C2C)C(CC2=CC(=NC=C2)C)=O (S)-2-(7-(3-methyl-1H-pyrrolo[2,3-b]pyridin-5-yl)-2-(2-(2-methylpyridine-4-yl)acetyl)-1,2,3,4-tetrahydroisoquinolin-5-yl)pyrrolidine-1-carboxylic acid tert-butyl ester